NCCCCCCCCCCC(C)N 1,11-diaminododecane